Lithium trimethyl-N-(trimethylsilyl)silanaminid C[Si]([N-][Si](C)(C)C)(C)C.[Li+]